O(C1=CC=CC=C1)C1=CC=C(C=C1)C1=NN2[C@H](NCCC2=C1C(=O)N)C1CCNCC1 (S)-2-(4-phenoxyphenyl)-7-(piperidin-4-yl)-4,5,6,7-tetrahydro-pyrazolo[1,5-c]pyrimidine-3-carboxamide